C(C)[C@H]1N(C[C@@H](N(C1)C1=C2N=C(N(C2=NC(=N1)NN)C[C@H]1OCCC1)C)C)C(C)C1=CC=C(C=C1)C(F)(F)F 6-((2S,5R)-5-ethyl-2-methyl-4-(1-(4-(trifluoromethyl)phenyl)ethyl)piperazin-1-yl)-2-hydrazineyl-8-methyl-9-(((S)-tetrahydrofuran-2-yl)methyl)-9H-purine